CC(C)(CC)O (E)-2-methyl-2-butanol